[OH-].[Al+3].C(C)(=O)N.[OH-].[OH-] acetamide aluminum hydroxide